3-(2-(1H-indol-2-yl)ethyl)-6-bromoquinazolin-4(3H)-one N1C(=CC2=CC=CC=C12)CCN1C=NC2=CC=C(C=C2C1=O)Br